ClC=1C=C2C(\C(\C(OC2=CC1)=O)=C/1\C(=C2N(CCN2)C1(C1=CC=CC=C1)O)C(C1=CC=C(C=C1)F)=O)=O (E)-6-chloro-3-(7-(4-fluorobenzoyl)-5-hydroxy-5-phenyl-2,3-dihydro-1H-pyrrolo[1,2-a]imidazol-6(5H)-ylidene)chroman-2,4-dione